S(N)(OC1CC(C1)CN1C(NC=2C=NC=3N=C(C=CC3C21)OC)=O)(=O)=O 3-((7-methoxy-2-oxo-2,3-dihydro-1H-imidazo[4,5-c][1,8]naphthyridin-1-yl)methyl)cyclobutyl sulfamate